3-(3,5-Difluorophenyl)-6-methyl-2-[1-(9H-purin-6-ylamino)ethyl]-4H-pyrido[1,2-a]pyrimidin-4-one Trifluoroacetic Acid Salt FC(C(=O)O)(F)F.FC=1C=C(C=C(C1)F)C1=C(N=C2N(C1=O)C(=CC=C2)C)C(C)NC2=C1N=CNC1=NC=N2